C(CCC)(=O)OC(C(Br)(Br)Br)=O (2,2,2-tribromoacetyl) butanoate